diboron tetrachloride B(B(Cl)Cl)(Cl)Cl